2-bromo-4-methylsulfonyl-thiophene BrC=1SC=C(C1)S(=O)(=O)C